C1C(=C(N2[C@H](S1)[C@@H](C2=O)NC(=O)CCC[C@H](C(=O)O)N)C(=O)O)CO The molecule is a 3-hydroxymethylcephalosporin having a (5-amino-5-carboxypentanoyl)amino group at the 7-position. It is a conjugate acid of a deacetylcephalosporin C(1-).